6-N-[(1-aminocyclopropyl)methyl]-4-N-[(4-bromophenyl)methyl]-1-methylpyrazolo[3,4-d]pyrimidine-4,6-diamine NC1(CC1)CNC1=NC(=C2C(=N1)N(N=C2)C)NCC2=CC=C(C=C2)Br